CC1C(CC2NC(C=3C=NC4=C(C[C@]5(C(NC=6N=CC(/C=C/COCCCCCN1C2=O)=CC56)=O)C4)C3)=O)C3=C(C(=CC(=C3)F)F)F (1S,22E)-13-methyl-12-(2,3,5-trifluorophenyl)-20-oxa-5,9,14,26,28-pentazahexacyclo[22.5.2.11,4.13,7.110,14.027,30]tetratriaconta-3,5,7(33),22,24(31),25,27(30)-heptaene-8,29,32-trione